P(=O)(O)(O)O.C(C)(=O)N[C@H]1C(O)O[C@@H]([C@@H]([C@@H]1O)O)CO N-acetyl-galactosamine phosphate